1-(6-(4-hydroxy-4-(3-(trifluoromethyl)phenyl)piperidine-1-carbonyl)-3,4-dihydroquinolin-1(2H)-yl)ethan-1-one OC1(CCN(CC1)C(=O)C=1C=C2CCCN(C2=CC1)C(C)=O)C1=CC(=CC=C1)C(F)(F)F